6-(2,5-dimethyl-1,2,4-triazol-3-yl)-N-(6-methoxy-1-methylindazol-7-yl)-N-{[2-(trimethylsilyl)ethoxy]methyl}pyridine-3-sulfonamide CN1N=C(N=C1C1=CC=C(C=N1)S(=O)(=O)N(COCC[Si](C)(C)C)C=1C(=CC=C2C=NN(C12)C)OC)C